1-But-2-ynyl-7,9-difluoro-8-(5-fluoro-3-methyl-1H-indol-7-yl)-4,4-dimethyl-5H-[1,2,4]triazolo[4,3-a]quinoxaline C(C#CC)C1=NN=C2N1C1=C(C(=C(C=C1NC2(C)C)F)C=2C=C(C=C1C(=CNC21)C)F)F